2-(((1S,5R,6S)-5-(6-((4-cyano-2-fluorobenzyl)oxy)pyridin-2-yl)-2-azabicyclo[4.1.0]heptan-2-yl)methyl)-4-methoxy-1-(((S)-oxetan-2-yl)methyl)-1H-benzo[d]imidazole-6-carboxylic acid C(#N)C1=CC(=C(COC2=CC=CC(=N2)[C@@H]2CCN([C@H]3C[C@@H]23)CC2=NC3=C(N2C[C@H]2OCC2)C=C(C=C3OC)C(=O)O)C=C1)F